2-tert-butylcyclohexylacetate (2-(1,1-dimethylethyl) cyclohexylacetate) CC(C)(C)C1C(CCCC1)CC(=O)O.C(C)(C)(C)C1C(CCCC1)CC(=O)O